CC1=C(C(=CC(=C1)C)C)[S@@](=O)/N=C/C1=CC2=C(N(C=N2)COCC[Si](C)(C)C)C=C1 (R,E)-2,4,6-trimethyl-N-((1-((2-(trimethylsilyl)ethoxy)methyl)-1H-benzo[d]imidazol-5-yl)methylene)benzenesulfinamide